C(#N)C=1C2=C(SC1C1=C(C=NN1C)C1=CC3=C(C(NC=4CN(CCC34)C(=O)OC(C)(C)C)=O)C=C1)C=CC=C2 tert-butyl 9-(5-(3-cyanobenzo[b]thiophen-2-yl)-1-methyl-1H-pyrazol-4-yl)-6-oxo-1,4,5,6-tetrahydrobenzo[c][1,7]naphthyridine-3(2H)-carboxylate